CC1=C(C(=C(C1([Hf]C=1CC=2C=C3C(=CC2C1C(C)(C)C)C=CC=C3)C)C)C)C pentamethylcyclopentadienyl(1-tert-butyl-benz[f]indenyl)hafnium